(5-cyclopropyl-7H-pyrrolo[2,3-d]pyrimidin-4-yl)-2-methylpiperazine-1-carboxylic acid tert-butyl ester C(C)(C)(C)OC(=O)N1C(CNCC1)(C)C=1C2=C(N=CN1)NC=C2C2CC2